5-(8-(1-propenoylpyrrolidin-3-yl)quinazolin-6-yl)-N-(3-cyanophenyl)pyridinecarboxamide C(C=C)(=O)N1CC(CC1)C=1C=C(C=C2C=NC=NC12)C=1C=CC(=NC1)C(=O)NC1=CC(=CC=C1)C#N